FC(C1=NN=C(O1)C1=CC=C(C=C1)C(C(=O)OCC)(F)F)F Ethyl 2-(4-(5-(difluoromethyl)-1,3,4-oxadiazol-2-yl) phenyl)-2,2-difluoroacetate